C[C@H]1CC[C@@H](N(C1)C(C(=O)NC1=NC=CC=C1C(=O)N)=O)C1=NNC=C1 [[2-[(2R,5S)-5-methyl-2-(1H-pyrazol-3-yl)-1-piperidyl]-2-oxo-acetyl]amino]pyridine-3-carboxamide